4-(3-(Tert-Butoxy)prop-1-yn-1-yl)-4-hydroxypiperidine-1-carboxylic acid tert-butyl ester C(C)(C)(C)OC(=O)N1CCC(CC1)(O)C#CCOC(C)(C)C